O1C=CC=C2C1=CC=1C(=C2)C=CC1 cyclopenta[g]benzopyran